(benzyl-(1,3-dioxoisoindolin-2-yl)carbamoyl)-L-proline methyl ester COC([C@H]1N(CCC1)C(N(N1C(C2=CC=CC=C2C1=O)=O)CC1=CC=CC=C1)=O)=O